[Na+].COC=1C=C(C=CC1)SC(C(=O)[O-])CC (3-methoxy-phenylsulfanyl)-butyric acid sodium salt